copper compound with carbon dioxide C(=O)=O.[Cu]